4-Chloro-N-(3-(imidazo[4,5-d]pyrrolo[2,3-b]pyridin-1(6H)-yl)bicyclo[1.1.1]pentan-1-yl)benzenesulfonamide Diethylamino-hydroxybenzoyl-hexyl-benzoate C(C)N(CC)C=1C(=C(C(=C(C(=O)O)C1)CCCCCC)C(C1=CC=CC=C1)=O)O.ClC1=CC=C(C=C1)S(=O)(=O)NC12CC(C1)(C2)N2C=NC=1C2=C2C(=NC1)NC=C2